C1(=CC=C(C=C1)P(OC1=C(C=C(C=C1)C(C)(C)C)C(C)(C)C)[O-])C1=CC=C(C=C1)P([O-])[O-] (2,4-di-tert-butylphenyl) [1,1-biphenyl]-4,4'-Diylbisphosphonite